TETRAHYDRO-PYRAN O1CCCCC1